CN(C1=CC(=NC=C1)OC1=CC=C(C=C1)C1=NOC(=N1)CC(C(=O)O)=C)C 2-((3-(4-((4-(dimethylamino)pyridin-2-yl)oxy)phenyl)-1,2,4-oxadiazol-5-yl)methyl)acrylic acid